CN1C(=CC2=NC=CC=C21)[Si](CC)(CC)CC 1-Methyl-2-(triethylsilyl)-1H-pyrrolo[3,2-b]pyridine